3-bromo-5-(trifluoromethyl)pyrazolo[1,5-a]pyridin-2-amine BrC=1C(=NN2C1C=C(C=C2)C(F)(F)F)N